methyl (2R)-2-[(tert-butoxycarbonyl)amino]-3-(3-hydroxyphenyl)propanoate C(C)(C)(C)OC(=O)N[C@@H](C(=O)OC)CC1=CC(=CC=C1)O